3-[(2,3-dihydro-1H-inden-1-ylmethylbenzyl)amino]pyridine-4-carboxylic acid C1CC2=CC=CC=C2C1CNC3=C(C=CN=C3)C(=O)O